C1CCC(CC1)N2C=NC(=C2C3=NC(=NC=C3)N)C4=CC=C(C=C4)F.Cl.Cl The molecule is a hydrochloride salt resulting from the formal reaction of 3-[(3-chlorophenoxy)methyl]-1-(tetrahydro-2H-pyran-4-yl)-1H-pyrazolo[3,4-d]pyrimidin-4-amine with 2 mol eq. of hydrogen chloride. It is a selective inhibitor of the delta- and epsilon-isoforms of casein kinase 1 (CK1delta and CK1epsilon). It has a role as an EC 2.7.11.1 (non-specific serine/threonine protein kinase) inhibitor. It contains a PF-670462 free base(2+).